NC1=C(C=C(C=C1F)C(=O)C1=CC(=C2C(=CC=CN12)C1=C(C2=C(N(C(=N2)COC)C)C=C1C(F)F)N)I)F (4-amino-3,5-difluorophenyl)(8-(4-amino-6-(difluoromethyl)-2-(methoxymethyl)-1-methyl-1H-benzo[d]imidazol-5-yl)-1-iodoindolizin-3-yl)methanone